ClC1=NC=C(C(=C1)C1=C(C=NC(=C1)C)C(=O)NC=1SC(=NN1)C(NC1=CC=C(C=C1)CO)=O)OC 2'-chloro-N-(5-{[4-(hydroxymethyl)phenyl]carbamoyl}-1,3,4-thiadiazol-2-yl)-5'-methoxy-6-methyl-[4,4'-bipyridine]-3-carboxamide